(S)-2-((S)-7-fluoro-1,3,4,5-tetrahydrobenzo[c]oxazepin-1-yl)pyrrolidine FC1=CC2=C(N(OCCC2)[C@@H]2NCCC2)C=C1